1-oxaspiro[3.5]nonan-3-amine O1CC(C12CCCCC2)N